[Si](C)(C)(C(C)(C)C)O[C@@H]1CN(CCC1)C1=C(C=C2C(=N1)N=C(S2)N2CCOCC2)N (S)-5-(3-((tert-butyldimethylsilyl)oxy)piperidin-1-yl)-2-morpholinothiazolo[4,5-b]pyridin-6-amine